2-amino-6-chloro-4-methoxy-pyridin-3-ol NC1=NC(=CC(=C1O)OC)Cl